C(C)(C)(C)OCC1=CC=C(C=C1)C1=CC=C(C=C1)COC(C)(C)C 4,4'-di-tert-butoxymethyl-biphenyl